N-benzyl-4-(2-cyclopropyl-7-(difluoromethoxy)-2H-indazol-4-yl)pyridinecarboxamide C(C1=CC=CC=C1)NC(=O)C1=NC=CC(=C1)C=1C2=CN(N=C2C(=CC1)OC(F)F)C1CC1